phenylaminO-1-naphthalenesulfonic acid C1(=CC=CC=C1)NC1=C(C2=CC=CC=C2C=C1)S(=O)(=O)O